CC1([N-]C(CCC1)(C)C)C.[Li+] Lithium 2,2,6,6-tetramethylpiperidin-1-id